CC1=CC2=C(NC(CC(=N2)C2=CC(=CC=C2)[N+](=O)[O-])=O)C=C1C(F)(F)F 7-Methyl-4-(3-nitrophenyl)-8-(trifluoromethyl)-1H-benzo[b][1,4]diazepin-2(3H)-one